oxo-(12Z)-octadecenamide O=C(C=CC(=O)N)CCCCCCCCCCCCCC